tert-butyl 8-methyl-7-{2-[(6-methyl-5,6,7,8-tetrahydro-1,6-naphthyridin-3-yl)amino]-5H,6H,7H,8H-pyrido[3,4-d]pyrimidin-7-yl}-1H,2H,3H-pyrido[2,3-b][1,4]oxazine-1-carboxylate CC1=C(C=NC=2OCCN(C21)C(=O)OC(C)(C)C)N2CC=1N=C(N=CC1CC2)NC=2C=NC=1CCN(CC1C2)C